methyl (S)-4-oxopyrrolidine-2-carboxylate O=C1C[C@H](NC1)C(=O)OC